N[C@H](C)C=1C=C(C=CC1)C(CO)(F)F 2-[3-[(1R)-1-aminoethyl]phenyl]-2,2-difluoro-ethanol